2-amino-9-[(1R,3R,4S)-4-hydroxy-3-hydroxymethyl-2-methylcyclopentyl]-1,9-dihydro-6H-purin-6-one NC=1NC(C=2N=CN(C2N1)[C@H]1C([C@@H]([C@H](C1)O)CO)C)=O